S1C(=CC=C1)CN1CCC(CC1)CNC(C1=CC(=CC=C1)C(F)(F)F)=O N-[[1-(2-thienylmethyl)-4-piperidyl]methyl]-3-(trifluoromethyl)benzamide